3-phenyl-1-(pyrrolidinyl)-1-propanone C1(=CC=CC=C1)CCC(=O)N1CCCC1